FC=1C=C(C=CC1F)C1=NN2C(=NC=3C=CC=CC3C2=N1)NC=1C(N=CC=CC1)=O (3R)-3-{[2-(3,4-difluorophenyl)[1,2,4]triazolo[1,5-c]quinazolin-5-yl]amino}azepin-2-one